1-benzyl-4,5-diamino-3-methylpyrazole C(C1=CC=CC=C1)N1N=C(C(=C1N)N)C